FC(C=1C=C(C=CC(=O)O)C=CC1)(F)F 3-(trifluoromethyl)cinnamic acid